C1OC=2C=C(CC(N)C)C=CC2O1 3,4-methylendioxyamphetamine